C(C)OC(C(C(=O)OCC)(OC[C@H]1O[C@H]([C@@H]([C@]1(C#C)OC(C)=O)OC(C)=O)N1C2=NC(=NC(=C2N=C1)N)C(C)=O)CC1=CC=CC=C1)=O 2-benzyl-2-(((2r,3r,4r,5r)-3,4-diacetoxy-5-(2-acetyl-6-amino-9H-purin-9-yl)-3-ethynyl-tetrahydrofuran-2-yl)methoxy)malonic acid diethyl ester